3-amino-5-(5-amino-5,7-dihydrospiro[cyclopenta[b]pyridine-6,4'-piperidin]-1'-yl)pyrazin NC=1C=NC=C(N1)N1CCC2(CC1)C(C=1C(=NC=CC1)C2)N